FC=1C=C(C=C(C1)F)[C@@H]1CC[C@H]2OC3(C(N21)=O)CC(C3)OC=3C=2N(C=CC3)N=NN2 (1r,3R,5'S,7a'R)-5'-(3,5-difluorophenyl)-3-[(tetrazolo[1,5-a]pyridin-8-yl)oxy]tetrahydro-3'H-spiro[cyclobutane-1,2'-pyrrolo[2,1-b][1,3]oxazol]-3'-one